(9-phenyldibenzo[b,d]furan-4-yl)boronic acid C1(=CC=CC=C1)C1=CC=CC2=C1C1=C(O2)C(=CC=C1)B(O)O